N-[3-(6-chloro-1,3-benzothiazol-2-yl)-1-bicyclo[1.1.1]pentanyl]-1-(1-methylsulfonylethyl)pyrazole-3-carboxamide ClC1=CC2=C(N=C(S2)C23CC(C2)(C3)NC(=O)C3=NN(C=C3)C(C)S(=O)(=O)C)C=C1